4-Cyclopropyl-2-methoxybenzoyl chloride C1(CC1)C1=CC(=C(C(=O)Cl)C=C1)OC